tert-butyl 4-[[6-chloro-2-[(E)-2-methoxyvinyl]-4-methyl-pyridine-3-carbonyl]amino]piperidine-1-carboxylate ClC1=CC(=C(C(=N1)\C=C\OC)C(=O)NC1CCN(CC1)C(=O)OC(C)(C)C)C